(E)-3-(2,4-bis(benzyloxy)-5-isopropylphenyl)-1-(3,4,5-trimethoxyphenyl)prop-2-en-1-one C(C1=CC=CC=C1)OC1=C(C=C(C(=C1)OCC1=CC=CC=C1)C(C)C)/C=C/C(=O)C1=CC(=C(C(=C1)OC)OC)OC